4-bromo-7-chloro-6-(4-ethylbenzyl)-2,3-dihydrobenzofuran BrC1=CC(=C(C2=C1CCO2)Cl)CC2=CC=C(C=C2)CC